2-((1R,3r)-3-(3-(6-(((R)-4,4-difluoro-3-methylpiperidin-1-yl)methyl)-1-oxo-4-(trifluoromethyl)isoindolin-2-yl)phenyl)-3-(4-methyl-4H-1,2,4-triazol-3-yl)cyclobutyl)acetonitrile FC1([C@@H](CN(CC1)CC1=CC(=C2CN(C(C2=C1)=O)C=1C=C(C=CC1)C1(CC(C1)CC#N)C1=NN=CN1C)C(F)(F)F)C)F